(1R,2S,5S)-3-(2-(3,3-difluorocyclohexyl)acetyl)-N-((S)-1-hydroxy-3-((S)-2-oxopyrrolidin-3-yl)propan-2-yl)-6,6-dimethyl-3-azabicyclo[3.1.0]hexane-2-carboxamide FC1(CC(CCC1)CC(=O)N1[C@@H]([C@H]2C([C@H]2C1)(C)C)C(=O)N[C@H](CO)C[C@H]1C(NCC1)=O)F